Cis-3-(4-(3-Methyl-5-(1-methyl-1H-imidazol-5-yl)piperazin-1-yl)pyrimidin-2-yl)-6-(trifluoromethyl)imidazo[1,2-a]pyrazine C[C@@H]1CN(C[C@@H](N1)C1=CN=CN1C)C1=NC(=NC=C1)C1=CN=C2N1C=C(N=C2)C(F)(F)F